COC=1C=C(C=CC1OC)C(CO)=O 1-(3,4-Dimethoxyphenyl)-2-hydroxyethan-1-one